N[C@@H](CCC(=O)N[C@@H](CS)C(=O)O)C(=O)O Gamma-L-Glutamylcysteine